CC1=CC=C(C=C1)S(=O)(=O)OCC1CC2(C1)CC(C2)NC(=O)NCC2=CC=C(C=C2)OC (6-(3-(4-Methoxybenzyl)ureido)spiro[3.3]heptan-2-yl)methyl 4-methylbenzenesulfonate